lithium dilithium salt [Li].[Li].[Li]